[K].CC(CC)(CCCC(C)C)O 3,7-dimethyl-3-octanol potassium